BrC1=CC=C(OCC(C(=O)OC(C)(C)C)(C)O)C=C1 Tert-butyl 3-(4-bromophenoxy)-2-hydroxy-2-methylpropionate